N1C(=NC2=C1C=CC=C2)C2(NC1=CC=CC=C1C(=N2)NCCCN(C)C)N 2-(1H-benzo[d]imidazol-2-yl)-N4-(3-(dimethylamino)propyl)quinazoline-2,4-diamine